ClC=1C=2C(N=C3N(C2C=CC1)C1=CC(=CC=C1C31CCCCC1)C1CCN(CC1)C(=O)N1CCC(CC1)C#C)=O 4'-chloro-10'-(1-(4-ethynylpiperidine-1-carbonyl)piperidin-4-yl)-5'H-spiro[cyclohexane-1,7'-indolo[1,2-a]quinazolin]-5'-one